[4-(benzylsulfanyl)-2,6-difluorophenyl]boronic acid C(C1=CC=CC=C1)SC1=CC(=C(C(=C1)F)B(O)O)F